COC1=CC=C(C=N1)CN1CCN(CC1)C1=CC=C(C=N1)C=1C=2N(C=C(N1)C=1C=NN(C1)C1COC1)N=CC2C#N 4-(6-(4-((6-methoxypyridin-3-yl)methyl)piperazin-1-yl)pyridin-3-yl)-6-(1-(oxetan-3-yl)-1H-pyrazol-4-yl)pyrazolo[1,5-a]pyrazine-3-carbonitrile